C(CC)(=O)N1CC1 propionylethylenimine